O=C1C(=CC2=C(N1)CCCCC2=O)C#N 2,5-dioxo-6,7,8,9-tetrahydro-1H-cyclohepta[b]pyridine-3-carbonitrile